p-chlorobenzenesulphonate ClC1=CC=C(C=C1)S(=O)(=O)[O-]